O=C1NC(CC[C@H]1NC1=CC=C(C=C1)C1CCN(CC1)C(=O)OC(C)(C)C)=O tert-butyl 4-[4-[[(3R)-2,6-dioxo-3-piperidyl]amino]phenyl]piperidine-1-carboxylate